FC1=CC=C(C=C1)C1=C(N=NC(=C1)C1=CC=CC=C1)C1=CC=CC=C1 4-(4-Fluorophenyl)-3,6-diphenylpyridazine